(6-(8-oxa-3-azabicyclo[3.2.1]oct-3-yl)-4-((R)-3-methylmorpholino)pyridazin-3-yl)methylamine C12CN(CC(CC1)O2)C2=CC(=C(N=N2)CN)N2[C@@H](COCC2)C